9-(4'-bromo-biphenyl-4-yl)-phenanthrene BrC1=CC=C(C=C1)C1=CC=C(C=C1)C=1C2=CC=CC=C2C=2C=CC=CC2C1